6-{6-cyclopropyl-4-[4-fluoro-2-(5-methyl-1,3-oxazol-4-yl)phenyl]-2-pyridyl}-2-[(2-ethoxyethylamino)methyl]-1,6-dihydro-1,4,6-triaza-7-indenone C1(CC1)C1=CC(=CC(=N1)N1C=NC=2C=C(NC2C1=O)CNCCOCC)C1=C(C=C(C=C1)F)C=1N=COC1C